C(C)OC=1C=C(C=CC1C=1NC(C2=C(N1)NN=N2)=O)C2=CC(=CC=C2)O[C@@H](C(=O)O)CC (R)-2-((3'-ethoxy-4'-(7-oxo-6,7-dihydro-3H-[1,2,3]triazolo[4,5-d]pyrimidin-5-yl)-[1,1'-biphenyl]-3-yl)oxy)butyric acid